2,2-diphenyl-N'-(pyridine-2-yl)acethydrazide C1(=CC=CC=C1)C(C(=O)NNC1=NC=CC=C1)C1=CC=CC=C1